N'-((1,2,3,5,6,7-hexahydro-s-indacen-4-yl)carbamoyl)-3-phenylpropane-1-sulfonimidamide C1CCC2=C(C=3CCCC3C=C12)NC(=O)N=S(=O)(N)CCCC1=CC=CC=C1